[Na+].ClC=1C=C(C=CC1)C([C@H](OC(N[C@H](C(N[C@H](C(OC(CC)=O)S(=O)(=O)[O-])C[C@H]1C(NCC1)=O)=O)CC1CCCCC1)=O)C1=CC=CC=C1)(F)F (2r,6S,9S)-1-(3-chlorophenyl)-6-(cyclohexylmethyl)-1,1-difluoro-4,7,12-trioxo-9-(((S)-2-oxopyrrolidin-3-yl)methyl)-2-phenyl-3,11-dioxa-5,8-diazatetradecane-10-sulfonic acid sodium salt